CC1(C2CN(CC12)[C@@H](C(=O)N[C@@H](C(=O)NCC1=CC=C(C=C1)O)CCCNC(=N)N)C1=CC=CC=C1)C (2R)-2-((2R)-2-(6,6-dimethyl-3-azabicyclo[3.1.0]hexan-3-yl)-2-phenylacetamido)-5-guanidino-N-(4-hydroxybenzyl)pentanamide